ClC=1C=C(CO)C=CC1O 3-Chloro-4-hydroxybenzyl alcohol